5-methyl-3-vinylpyridin-2-amine CC=1C=C(C(=NC1)N)C=C